methoxymethyl 4-(benzyloxy)-6-methoxymethoxy-2,3-xylenecarboxylate C(C1=CC=CC=C1)OC1=C(C(=C(C(=C1)OCOC)C(=O)OCOC)C)C